5-bromopentyl-2-(2-pyridyl)-benzimidazole BrCCCCCC1=CC=CC=2N=C(NC21)C2=NC=CC=C2